FC=1C=C2CCC(C2=CC1)=N[S@@](=O)C(C)(C)C (S)-N-(5-fluoro-2,3-dihydro-1H-inden-1-ylidene)-2-methylpropane-2-sulfinamide